FC1=C(OCC2CC(C2)O)C=CC(=C1)C 3-((2-fluoro-4-methylphenoxy)methyl)cyclobutanol